C12(C(=O)CC(CC1)C2(C)C)CS(=O)(=O)[O-] camphor-10-sulphonate